CCCCS[O-] 4-butanesulfenate